3-(2,3-dihydrobenzo[b][1,4]dioxin-6-yl)-2-(methylamino)propanoic acid O1C2=C(OCC1)C=C(C=C2)CC(C(=O)O)NC